FC1=CC=C(C=C1)C1N(C(OC1)=O)C(C=CC1=C(C=CC=C1)OC1=CC=CC=C1)=O 4-(4'-fluorophenyl)-3-(3-(2-phenoxyphenyl)acryloyl)oxazolidine-2-one